tert-butyl-1-(3-bromo-5-fluoropyridin-4-yl)piperidine Methyl-8-bromo-2,4-difluoro-9-(4-((1-(3-fluoropropyl)azetidin-3-yl)methyl)phenyl)-6,7-dihydro-5H-benzo[7]annulene-3-carboxylate COC(=O)C1=C(C2=C(C(=C(CCC2)Br)C2=CC=C(C=C2)CC2CN(C2)CCCF)C=C1F)F.C(C)(C)(C)C1N(CCCC1)C1=C(C=NC=C1F)Br